(R)-2-(1-(4-(5-(3-amino-6-fluoro-3H-spiro[benzofuran-2,4'-piperidine]-1'-yl)-6-(hydroxymethyl)pyrazin-2-ylsulfanyl)-3-fluoropyridin-2-yl)azetidin-3-yl)propan-2-ol N[C@@H]1C2=C(OC13CCN(CC3)C=3N=CC(=NC3CO)SC3=C(C(=NC=C3)N3CC(C3)C(C)(C)O)F)C=C(C=C2)F